N-(4'-benzyl-3',4',5'-trifluorophenyl)benzamide C(C1=CC=CC=C1)C1(C(C=C(C=C1F)NC(C1=CC=CC=C1)=O)F)F